1,3-dihydro-imidazo[4,5-c]pyridin N1CNC=2C=NC=CC21